2-(7-((2S,5R)-2,5-dimethyl-4-(1-(3-methylquinoxalin-6-yl)ethyl)piperazin-1-yl)-4-methyl-5-oxo-4,5-dihydro-2H-pyrazolo[4,3-B]pyridin-2-yl)acetonitrile C[C@@H]1N(C[C@H](N(C1)C(C)C=1C=C2N=C(C=NC2=CC1)C)C)C=1C=2C(N(C(C1)=O)C)=CN(N2)CC#N